trans-1-((4-((S)-3-(3-cyano-5-fluorophenyl)isoxazolidine-2-carbonyl)cyclohexyl)methyl)-5-fluoro-3-methyl-1H-indazole-6-carbonitrile C(#N)C=1C=C(C=C(C1)F)[C@H]1N(OCC1)C(=O)[C@@H]1CC[C@H](CC1)CN1N=C(C2=CC(=C(C=C12)C#N)F)C